N1C(=CC=C1)C(=O)[O-] pyrrol-ate